7,10-dioxo-2,6,9-triazaspiro[4.5]decane-2-carbonitrile O=C1NC2(CCN(C2)C#N)C(NC1)=O